ClC1=NC=CC(=C1NC(OC(C)(C)C)=O)C=O tert-Butyl (2-chloro-4-formylpyridin-3-yl)carbamate